C(CCCC#CCC#CCC#CCCCCCCCC)(=O)O 5,8,11-eicosatriynoic acid